cis-8-dimethylamino-8-phenyl-3-(2-phenyl-ethyl)-1,3-diazaspiro[4.5]decane-2,4-dione CN(C1(CCC2(C(N(C(N2)=O)CCC2=CC=CC=C2)=O)CC1)C1=CC=CC=C1)C